ClC1=C(CC2NCCC=3C4=CC(=CC=C4NC23)C)C=CC(=C1OC)OC 1-(2-Chloro-3,4-dimethoxy-benzyl)-6-methyl-2,3,4,9-tetrahydro-1H-beta-carboline